The molecule is a trichlorobiphenyl that is 1,4-dichlorobenzene in which one of the hydrogens has been replaced by a 3-chlorophenyl group. It is a trichlorobiphenyl, a dichlorobenzene and a member of monochlorobenzenes. C1=CC(=CC(=C1)Cl)C2=C(C=CC(=C2)Cl)Cl